C(C)OC(=O)[C@]12[C@H](N(CCC1)C(=O)OCC1=CC=CC=C1)CCC2 (4AS,7aR)-hexahydro-1H-cyclopenta[b]pyridine-1,4a(2H)-dicarboxylic acid 1-benzyl 4a-ethyl ester